(2R,3R,4R,5S)-5-(6-benzamido-9H-purin-9-yl)-4-fluoro-2-((tritylamino)methyl)tetrahydrofuran-3-yl (2-cyanoethyl) phosphonate P(O[C@@H]1[C@H](O[C@@H]([C@@H]1F)N1C2=NC=NC(=C2N=C1)NC(C1=CC=CC=C1)=O)CNC(C1=CC=CC=C1)(C1=CC=CC=C1)C1=CC=CC=C1)(OCCC#N)=O